(R)-2-((1-(2-(4-cyclopropylpiperazin-1-yl)-3,7-dimethyl-4-oxo-4H-pyrido[1,2-a]pyrimidin-9-yl)ethyl)amino)benzoic acid C1(CC1)N1CCN(CC1)C=1N=C2N(C(C1C)=O)C=C(C=C2[C@@H](C)NC2=C(C(=O)O)C=CC=C2)C